methyl-4-(6-chloro-1-methyl-1H-pyrazolo[4,3-c]pyridin-4-yl)-2-(1-ethyl-3-methyl-1H-pyrazol-5-yl)-1,3-thiazole-5-carboxylate COC(=O)C1=C(N=C(S1)C1=CC(=NN1CC)C)C1=NC(=CC2=C1C=NN2C)Cl